(2R,4S)-2-(cyclohex-1-en-1-yl)-N-((S,E)-4-(methylsulfonyl)but-3-en-2-yl)-4-(trifluoromethyl)piperidine-1-carboxamide C1(=CCCCC1)[C@@H]1N(CC[C@@H](C1)C(F)(F)F)C(=O)N[C@@H](C)\C=C\S(=O)(=O)C